1-(2-chloropyrimidin-4-yl)-5,6-dihydro-4H-imidazo[4,5,1-ij]quinolin-2(1H)-one ClC1=NC=CC(=N1)N1C(N2CCCC3=CC=CC1=C23)=O